CN(CCC1(C(C=C(C=C1)N)NC)NCC)C 1-(2-(dimethylamino)ethyl)-N1-ethyl-N2-methylbenzene-1,2,4-triamine